tert-Butyl (R)-(4,4-difluorocyclohexyl)(5-((3-(N-(2-hydroxyethyl)sulfamoyl)-6-methylpyridin-2-yl)oxy)hexyl)carbamate FC1(CCC(CC1)N(C(OC(C)(C)C)=O)CCCC[C@@H](C)OC1=NC(=CC=C1S(NCCO)(=O)=O)C)F